CC1=NOC(=N1)C1=NC=CC(=N1)COC1=CC=C(C=C1)C(C)(C)C1=CC=C(OC2CC(C2)NC(OC(C)(C)C)=O)C=C1 tert-butyl ((1r,3r)-3-(4-(2-(4-((2-(3-methyl-1,2,4-oxadiazol-5-yl)pyrimidin-4-yl)methoxy)phenyl)propan-2-yl)phenoxy) cyclobutyl)carbamate